C(C=C)C1=CC(=C(C=C1O)O)CC=C diallylresorcin